2-(4-(3,4-difluorophenyl)-2-oxopyridin-1(2H)-yl)acetic acid FC=1C=C(C=CC1F)C1=CC(N(C=C1)CC(=O)O)=O